C(C=C)NC1=NC(=CC(=N1)N1CCN(CC1)CC([C@H]1[C@@H](C[C@H]2[C@@H]3CCC4=CC(C=C[C@]4(C)[C@H]3CC[C@]12C)=O)C)=O)NCC=C 21-[4-[2,6-bis(allylamino)-4-pyrimidinyl]-1-piperazinyl]-16α-methylpregna-1,4-diene-3,20-dione